3-[2-methyl-4-(methylaminomethyl)pyrazol-3-yl]Propionic acid CN1N=CC(=C1CCC(=O)O)CNC